CC1CC=2C=CC=NC2CC1 6-methyl-5,6,7,8-tetrahydroquinoline